N-(4-sulfamoylphenyl)-p-menthanecarboxamide S(N)(=O)(=O)C1=CC=C(C=C1)NC(=O)C1CC(CCC1C(C)C)C